C(C)(=O)N[C@@H](CCCNC(N)=N)C(=O)NC(C1=CC=CC=C1)C(=O)N[C@@H](C(C)C)C(=O)NCC(=O)O Acetyl-arginyl-phenylglycyl-valyl-glycine